2-(6-azaspiro[2.5]oct-6-yl)-6-((1-hydroxy-2-methyl-2-propanyl)amino)-N-(6-(tetrahydro-2H-pyran-4-yl)-2-pyridinyl)-3-pyridinecarboxamide C1CC12CCN(CC2)C2=NC(=CC=C2C(=O)NC2=NC(=CC=C2)C2CCOCC2)NC(CO)(C)C